COC(\C(=C\C1=CC=CC=C1)\C)=O METHYL-(E)-3-phenyl-2-propenoic acid METHYL ester